BrC1=NN(C2=CC=CC(=C12)C)C bromo-1,4-dimethyl-1H-indazole